benzyl (2-(2-(((1R,5S,6s)-3-(4-fluoro-1-methyl-3-(thiazol-4-yl)-1H-pyrazole-5-carbonyl)-3-azabicyclo[3.1.0]hexan-6-yl)oxy)-6-(4-fluorophenyl)pyridin-4-yl)propan-2-yl)carbamate FC=1C(=NN(C1C(=O)N1C[C@@H]2C([C@@H]2C1)OC1=NC(=CC(=C1)C(C)(C)NC(OCC1=CC=CC=C1)=O)C1=CC=C(C=C1)F)C)C=1N=CSC1